7-bromo-5-chloro-6-fluoro-2-methyl-2H-indazole BrC1=C(C(=CC2=CN(N=C12)C)Cl)F